8-(2-chloro-4-phenoxybenzoyl)-2-(piperidine-4-yl)-1,6-dihydrodipyrrolo[2,3-b:2',3'-d]Pyridine-3-carbonitrile formate C(=O)O.ClC1=C(C(=O)C2=CNC3=NC=C4C(=C32)NC(=C4C#N)C4CCNCC4)C=CC(=C1)OC1=CC=CC=C1